ClC1=C(C=C(C=C1)C(CC)=O)B(O)O (2-chloro-5-propanoylphenyl)boronic acid